methyl 5-(2-cyclopropoxyethyl)-1-methyl-4,5,6,7-tetrahydro-1H-imidazo[4,5-c]pyridine-2-carboxylate C1(CC1)OCCN1CC2=C(CC1)N(C(=N2)C(=O)OC)C